9-(naphthalene-2-yl)-3,6-bis(4,4,5,5-tetramethyl-1,3,2-dioxaborolan-2-yl)-9H-carbazole C1=C(C=CC2=CC=CC=C12)N1C2=CC=C(C=C2C=2C=C(C=CC12)B1OC(C(O1)(C)C)(C)C)B1OC(C(O1)(C)C)(C)C